5-aminoallyl-deoxyuridine NC=CCC=1C(NC(N([C@H]2C[C@H](O)[C@@H](CO)O2)C1)=O)=O